C(C)C1=NN(C2=NC(=NC(=C21)NCC2=CC=C(C=C2)F)C2=CC=C(C(=O)OCC)C=C2)C ethyl 4-(3-ethyl-4-((4-fluorobenzyl)amino)-1-methyl-1H-pyrazolo[3,4-d]pyrimidin-6-yl)benzoate